methyl 1-(4-bromo-5-(isopropylthio) thiazol-2-yl)-3-methyl-1H-pyrazole-5-carboxylate BrC=1N=C(SC1SC(C)C)N1N=C(C=C1C(=O)OC)C